1,3-dihydroxypropan-2-yl (1S,2S)-2-((S,1Z,4Z,7Z,10Z)-16,16,16-trifluoro-9-methylhexadeca-1,4,7,10-tetraen-1-yl)cyclopropane-1-carboxylate FC(CCCC\C=C/[C@@H](\C=C/C\C=C/C\C=C/[C@H]1[C@H](C1)C(=O)OC(CO)CO)C)(F)F